3-[1-(5-Benzylpyrimidin-2-yl)-1H-pyrrol-3-yl]-6-(1-methyl-1H-pyrazol-4-yl)pyrazolo[1,5-a]pyridine C(C1=CC=CC=C1)C=1C=NC(=NC1)N1C=C(C=C1)C=1C=NN2C1C=CC(=C2)C=2C=NN(C2)C